4-(3-Chloroanilino)-2'-{(2R)-2-methyl-3-[(6,7,8,9-tetrahydro-5H-cyclohepta[b]pyridin-4-yl)oxy]propyl}-2',3'-dihydrospiro[cyclohexane-1,1'-indene]-4-carboxylic acid ClC=1C=C(NC2(CCC3(C(CC4=CC=CC=C34)C[C@H](COC3=C4C(=NC=C3)CCCCC4)C)CC2)C(=O)O)C=CC1